(1S,3S)-3-VINYLCYCLOHEXYL METHANESULFONATE CS(=O)(=O)O[C@@H]1C[C@H](CCC1)C=C